ClC(=C)C1=C(C=C(C=C1)Cl)Cl alpha-chloro-2,4-dichlorostyrene